2-(sec-butyl)-4,6-dimethylaniline C(C)(CC)C1=C(N)C(=CC(=C1)C)C